methyl 1-(4-cyclopropylbenzyl)-4-(propan-1-yn-1-yl)-1H-indazole-7-carboxylate C1(CC1)C1=CC=C(CN2N=CC3=C(C=CC(=C23)C(=O)OC)C#CC)C=C1